CC1=NC(=CC(=C1)C=1NC2=CC=C(C=C2C1C(C)C)C1CCN(CC1)C=O)C 4-(2-(2,6-dimethylpyridin-4-yl)-3-isopropyl-1H-indol-5-yl)piperidine-1-carbaldehyde